NCC=1C=NN(C1)CC=1C=CC(=NC1)C(C#N)(C)C (5-((4-(aminomethyl)-1H-pyrazol-1-yl)methyl)pyridin-2-yl)-2-methylpropanenitrile